9-(2,6-difluorophenyl)-3-methyl-16-thia-2,4,5,8-tetraazatetracyclo[8.6.0.02,6.011,15]Hexadeca-1(10),3,5,8,11(15)-pentaene-13-carboxylic acid FC1=C(C(=CC=C1)F)C1=NCC2=NN=C(N2C=2SC=3CC(CC3C12)C(=O)O)C